FC=1C=C(C=CC1F)N1N=NC(=C1)[C@H](CC)N1C=C(C2=C1N=CN=C2N)C=2C(=NC=C(C2)F)OC 7-{(1S)-1-[1-(3,4-difluorophenyl)-1H-1,2,3-triazol-4-yl]propyl}-5-(5-fluoro-2-methoxypyridin-3-yl)-7H-pyrrolo[2,3-d]pyrimidin-4-amine